N,N-dimethyl-hexadecyl-hydroxyethyl-ammonium chloride [Cl-].C[N+](C)(CCO)CCCCCCCCCCCCCCCC